CC1OC(OC1)CCCCCCCCCCC 4-methyl-2-undecyl-1,3-dioxolane